N[C@@H](CCC(=O)O)C(=O)O.[SiH](O)(O)O silantriol glutamate